benzyl (S)-4-thioxo-2,3,4,5-tetrahydrobenzo[b][1,4]oxazepin-3-ylcarbamate S=C1NC2=C(OC[C@@H]1NC(OCC1=CC=CC=C1)=O)C=CC=C2